(2R,3S,4R,5S,6R)-2-(hydroxymethyl)-5-pivaloylamino-6-propyltetrahydro-2H-pyran-3,4-diyldiacetate OC[C@@H]1O[C@@H]([C@H]([C@@H]([C@@H]1CC(=O)[O-])CC(=O)[O-])NC(C(C)(C)C)=O)CCC